(4-hydroxycyclohexyl)-5-(4-(pyrrolidin-3-yl)phenyl)nicotinamide OC1CCC(CC1)C1=C(C(=O)N)C=C(C=N1)C1=CC=C(C=C1)C1CNCC1